N-(1-Methylpiperidin-4-yl)-5-(pyrazolo[1,5-a]pyridin-5-yl)-7H-pyrrolo[2,3-d]pyrimidin-2-amine CN1CCC(CC1)NC=1N=CC2=C(N1)NC=C2C2=CC=1N(C=C2)N=CC1